N1(CCOCC1)C1=CC=C(C=C1)B(O)O 4-(N-morpholinyl)phenylboronic acid